C=CCCC[C@@H](C)[C@H]1CC[C@H]2[C@@H]3CC=C4C[C@@H](O)CC[C@]4(C)[C@H]3CC[C@]12C 27-norcholesta-5,25-dienol